dispiro[3.1.36.14]decane-2-carbonitrile C1C(CC12CC1(CCC1)C2)C#N